COC1=CC=C2C(=NC(=NC2=C1)C)N1CCN(CC1)CCP(O)(O)=O (2-(4-(7-methoxy-2-methylquinazolin-4-yl)piperazin-1-yl)ethyl)phosphonic acid